1,2-dioxabutane OOCC